4-[(3R,5R)-5-[(5-bromo-3-fluoro-1-methyl-6-oxo-pyridazin-4-yl)amino]-1-methyl-3-piperidyl]benzoic acid BrC1=C(C(=NN(C1=O)C)F)N[C@@H]1C[C@@H](CN(C1)C)C1=CC=C(C(=O)O)C=C1